N-(2-ethoxy-4-(4-ethyl-4H-1,2,4-triazol-3-yl)phenyl)-8-(4-methoxy-4-methylpiperidin-1-yl)-6-methylpyrido[3,4-d]pyrimidin-2-amine C(C)OC1=C(C=CC(=C1)C1=NN=CN1CC)NC=1N=CC2=C(N1)C(=NC(=C2)C)N2CCC(CC2)(C)OC